C(C)(C)(C)OC(=O)O[C@@H]1[C@H]([C@H](N(C1)C(=O)OC(C)(C)C)CC1=CC=C(C=C1)OC)OC(NCCOCCN1C=NC=C1)=O tert-butyl (2R,3S,4S)-4-[(tert-butoxycarbonyl)oxy]-3-[({2-[2-(imidazol-1-yl) ethoxy]ethyl}carbamoyl) oxy]-2-[(4-methoxyphenyl) methyl]pyrrolidine-1-carboxylate